O[C@@H](C(=O)NC1=CC=CC=C1)C1=CC=CC=C1 (R)-2-hydroxy-N,2-diphenylacetamide